OCC1=NC=CC(=C1)C=1C=C2N(N=CC3=C2N(N=C3NC=3C(=NC=C(C(=O)NCCN2[C@H](CCC2)C)C3)C)C)C1 (S)-5-((8-(2-(hydroxymethyl)pyridin-4-yl)-1-methyl-1H-pyrazolo[3,4-d]pyrrolo[1,2-b]pyridazin-3-yl)amino)-6-methyl-N-(2-(2-methylpyrrolidin-1-yl)ethyl)nicotinamide